FC(S(=O)(=O)OC=1C=2N(C=C(C1)C=1C=NC(=CC1)N1C[C@@H](CC1)NC(=O)OC(C)(C)C)N=CC2C#N)(F)F [6-[6-[(3R)-3-(tert-butoxycarbonylamino) pyrrolidin-1-yl]-3-pyridyl]-3-cyano-pyrazolo[1,5-a]pyridin-4-yl] trifluoromethanesulfonate